2-(4-Amino-4-methylpiperidin-1-yl)-6-fluoro-5-(3-fluorophenyl)-pyrimidine-4-carboxamide NC1(CCN(CC1)C1=NC(=C(C(=N1)C(=O)N)C1=CC(=CC=C1)F)F)C